BrC1=CC2=C(N(C(N2)=O)CCC[C@H]2NCCC[C@@H]2O)C=C1 5-bromo-1-(3-((2R,3S)-3-hydroxypiperidin-2-yl)propyl)-1H-benzo[d]imidazol-2(3H)-one